6-[5-[(1R)-1-benzyloxy-1-(trifluoromethyl)but-3-enyl]-1,3,4-oxadiazol-2-yl]-N-[1-(methoxymethyl)pent-4-enyl]-5-nitro-3-(trifluoromethyl)pyridin-2-amine C(C1=CC=CC=C1)O[C@@](CC=C)(C(F)(F)F)C1=NN=C(O1)C1=C(C=C(C(=N1)NC(CCC=C)COC)C(F)(F)F)[N+](=O)[O-]